C12C(CC(CC1)CC[Si](OCC)(OCC)OCC)O2 4-epoxycyclohexylethyltriethoxysilane